FC=1C=C(C(=O)O[C@@H]2[C@H]([C@H]([C@H](O[C@@]23CCCO3)CO)O)N3N=NC(=C3)C3=CC(=C(C(=C3)F)F)F)C=CC1 (5s,7r,8r,9s,10r)-8-hydroxy-7-(hydroxymethyl)-9-(4-(3,4,5-trifluorophenyl)-1H-1,2,3-triazol-1-yl)-1,6-dioxaspiro[4.5]dec-10-yl 3-fluorobenzoate